[5-(1-amino-4-methyl-phthalazin-6-yl)-2-methoxy-4-pyrazol-1-yl-phenyl]boronic acid NC1=NN=C(C2=CC(=CC=C12)C=1C(=CC(=C(C1)B(O)O)OC)N1N=CC=C1)C